(S)-5-oxo-4-(4-(trifluoromethyl)benzyl)oxazolidine-3-carboxylic acid O=C1[C@@H](N(CO1)C(=O)O)CC1=CC=C(C=C1)C(F)(F)F